C1(CC1)C=1C=C(C(N(C1)[C@@H]1[C@@H](CC1)O)=O)NC1=NC2=C(N1C)C=C(C=C2)OC2=CC(=NC=C2)NC(C)=O N-(4-((2-((5-cyclopropyl-1-((1S,2R)-2-hydroxycyclobutyl)-2-oxo-1,2-dihydropyridin-3-yl)amino)-1-methyl-1H-benzo[d]imidazol-6-yl)oxy)pyridin-2-yl)acetamide